BrC=1C=C2C(OCC=3C=C(N=CC3C=3C(=CC(=C(NS(C(C1OC)=C2)(=O)=O)C3)C#N)F)OC)=O 13-bromo-21-fluoro-5,14-dimethoxy-10,16,16-trioxo-9-oxa-16λ6-thia-4,17-diazatetracyclo[16.3.1.111,15.02,7]tricosa-1(22),2(7),3,5,11,13,15(23),18,20-nonaene-19-carbonitrile